FCCCN1C[C@H](CC1)OC1=CC=C(C=C1)C=1C=2C=CC(=CC2CCC1)OC(C(C)(C)C)=O (S)-pivalic acid 5-(4-((1-(3-fluoropropyl) pyrrolidin-3-yl) oxy) phenyl)-7,8-dihydronaphthalen-2-yl ester